CC1=CC2=C(S1)CC(C2C)C 2,4,5-trimethyl-5,6-dihydro-4H-cyclopent[b]thiophene